3-[(1S)-1-(5-fluoro-3-methyl-1-benzofuran-2-yl)-2-methylpropyl]-1-[2-(1-imino-1-oxo-1lambda6-thiomorpholin-4-yl)pyrimidin-5-yl]urea FC=1C=CC2=C(C(=C(O2)[C@H](C(C)C)NC(NC=2C=NC(=NC2)N2CCS(CC2)(=O)=N)=O)C)C1